CC(=CCN(C(CN1CCN(CC1)C(C1=CC=C(C=C1)C#N)=O)=O)C=1C(N(C(N(C1)C)=O)C)=O)C N-(3-methylbut-2-en-1-yl)-N-(1,3-dimethyl-2,4-dioxo-1,2,3,4-tetrahydropyrimidin-5-yl)-2-(4-(4-cyanobenzoyl)piperazin-1-yl)acetamide